FC=1C(=NC=C(C1I)F)C#N 3,5-difluoro-4-iodopyridine-2-carbonitrile